N-(4-((4-methyl-1H-imidazol-1-yl)methyl)phenyl)-4-(5-phenyl-4,5-dihydro-1H-pyrazol-1-yl)thieno[3,2-d]pyrimidin-2-amine CC=1N=CN(C1)CC1=CC=C(C=C1)NC=1N=C(C2=C(N1)C=CS2)N2N=CCC2C2=CC=CC=C2